pyrrolidine-1-carboxylic acid benzyl ester hydrochloride Cl.C(C1=CC=CC=C1)OC(=O)N1CCCC1